NC1=C(C=C(C=N1)NC(C(=O)N1C(CCC(C1)C)C=1C=CC2=C(N=C(S2)C)C1)=O)C N-(6-amino-5-methyl-3-pyridyl)-2-[5-methyl-2-(2-methyl-1,3-benzothiazol-5-yl)-1-piperidyl]-2-oxo-acetamide